4,4'-bis(2-(allyloxy)styryl)-1,1'-biphenyl C(C=C)OC1=C(C=CC2=CC=C(C=C2)C2=CC=C(C=C2)C=CC2=C(C=CC=C2)OCC=C)C=CC=C1